S(=O)(=O)([O-])CCN(CCS(=O)(=O)[O-])C1=NC=CN=C1 (N,N'-bis(2-sulfonatoethyl)amino)-pyrazine